(S)-2-(4-(6-((5-cyanothiazol-2-yl)methoxy)pyridin-2-yl)-2,5-difluorobenzyl)-1-(oxetan-2-ylmethyl)-1H-benzo[d]imidazole-6-carboxylic acid C(#N)C1=CN=C(S1)COC1=CC=CC(=N1)C1=CC(=C(CC2=NC3=C(N2C[C@H]2OCC2)C=C(C=C3)C(=O)O)C=C1F)F